ClC1=CC=C(C=C1)C1CCC(=CC1)C1=C(C=CC(=C1)OC)F 4''-chloro-2-fluoro-5-methoxy-2',3',4',5'-tetrahydro-[1,1':4',1''-terphenyl]